bromodecane-1-sulfonamide BrC(CCCCCCCCC)S(=O)(=O)N